COC1C(CC2=C(C=3CCCC3C=C12)C1=CC=C(C=C1)C(C)(C)C)C (1-methoxy)-2-methyl-4-(4-tert-butyl-phenyl)-1,2,3,5,6,7-hexahydro-s-indacene